1-(4-bromo-2-methoxyphenyl)-1H-1,2,3-triazole-4-carbaldehyde BrC1=CC(=C(C=C1)N1N=NC(=C1)C=O)OC